4-isopropyl-1,3-dimethyl-3,4-dihydroquinoxalin-2(1H)-one C(C)(C)N1C(C(N(C2=CC=CC=C12)C)=O)C